C1=CC(=CC=2C3=CC=C4C=CC=CC4=C3C=CC12)B(O)O chrysen-3-yl-boronic acid